5-[(1R)-1-(3,5-dichloro-4-pyridyl)ethoxy]-3-[6-(4-piperidyl)-3-pyridyl]-1H-indazole ClC=1C=NC=C(C1[C@@H](C)OC=1C=C2C(=NNC2=CC1)C=1C=NC(=CC1)C1CCNCC1)Cl